C(C)(C)N(P(OC[C@H]1O[C@H]([C@@H]([C@@H]1O[Si](CC)(CC)CC)F)N1C2=NC=NC(=C2N=C1)NC(C1=CC=CC=C1)=O)OCCC#N)C(C)C ((2R,3R,4R,5R)-5-(6-benzamido-9H-purin-9-yl)-4-fluoro-3-((triethylsilyl)oxy)tetrahydrofuran-2-yl)methyl (2-cyanoethyl) diisopropylphosphoramidite